ClC1=NC(=CC(=N1)Cl)C1=CC2=CC=CC=C2C=C1 2,4-dichloro-6-(naphthalen-2-yl)pyrimidine